CN1N=C(C=C1C)NC1=NC=C(C(=N1)C1=CNC2=C(C=CC=C12)N1CC2=CC=C(C=C2C1=O)NC(=O)C1CC1)C N-(2-(3-(2-((1,5-dimethyl-1H-pyrazol-3-yl)amino)-5-methylpyrimidin-4-yl)-1H-indol-7-yl)-3-oxoisoindolin-5-yl)cyclopropanecarboxamide